COCC1=C(C=C(OCC(=O)O)C=C1)[N+](=O)[O-] 2-(4-(methoxymethyl)-3-nitrophenoxy)acetic acid